triethylene glycol-bis[3-(3-tert-butyl-5-methyl-4-hydroxyphenyl) propionate] C(C)(C)(C)C=1C=C(C=C(C1O)C)CCC(=O)OCCOCCOCCOC(CCC1=CC(=C(C(=C1)C)O)C(C)(C)C)=O